C(C)(=O)N1C(CCC1=O)C(=O)NC1=C(C=CC(=C1)OC1=C(C=C(C=C1)F)F)OC 1-acetyl-N-(5-(2,4-difluorophenoxy)-2-methoxyphenyl)-5-oxopyrrolidine-2-carboxamide